methyl 5-fluoro-2-(iodomethyl)-2-methyl-2,3-dihydrobenzofuran-7-carboxylate FC=1C=C(C2=C(CC(O2)(C)CI)C1)C(=O)OC